CCC(CC)C1=NC=CC2=CC=CC=C12 1-(pent-3-yl)isoquinoline